7-Bromo-2-methylquinazoline BrC1=CC=C2C=NC(=NC2=C1)C